tris(t-butylperoxycarbonyl)benzophenone C(C)(C)(C)OOC(=O)C1=C(C(=C(C(=O)C2=CC=CC=C2)C=C1)C(=O)OOC(C)(C)C)C(=O)OOC(C)(C)C